N[C@H](C=1N=C2N(N=CC(=N2)C2CS(CCN2C(=O)C23CC(C2)(C3)F)(=O)=O)C1)C1CCC(CC1)C(F)(F)F [3-(6-{(S)-Amino[4-(trifluoromethyl)cyclohexyl]methyl}imidazo[1,2-b][1,2,4]triazin-3-yl)-1,1-dioxo-1,4-thiazinan-4-yl](3-fluorobicyclo[1.1.1]pentan-1-yl)methanone